N-5-methylisoxazolyl-3-formyl-S-methyl-L-cysteinyl-glycyl-L-phenylalanyl-methyloxirane CC1=CC(=NO1)N[C@@H](C(SC)C=O)C(=O)NCC(=O)N[C@@H](CC1=CC=CC=C1)C(=O)C1(OC1)C